C(C)(=O)C1=CNC2=CC=C(N=C12)C(=O)O 3-ACETYL-4-AZAINDOLE-5-CARBOXYLIC ACID